3-(6,7-dihydroxy-1-methyl-4-oxo-1,4-dihydroquinolin-3-yl)-6,7-dihydroxy-4-oxo-4H-chromene-5-carboxylic acid prop-2-yn-1-yl ester C(C#C)OC(=O)C=1C=2C(C(=COC2C=C(C1O)O)C1=CN(C2=CC(=C(C=C2C1=O)O)O)C)=O